C(N1N=CC(=C1C1=NC=CC(=C1)[C@H](CC=C)NC(OC(C)(C)C)=O)[N+](=O)[O-])([2H])([2H])[2H] tert-butyl N-[(1S)-1-{2-[1-(2H3)methyl-4-nitro-1H-pyrazol-5-yl] pyridin-4-yl}but-3-en-1-yl]carbamate